NC(C[C@H](C)N(CCC[C@H](C(C)C)N1CC2(C1)CN(CC2)C=2N=CN=NC2OC2=C(C(=O)N(C(C)C)C(C)C)C=C(C=C2)F)C)=O 2-((5-(2-((R)-6-(((S)-4-amino-4-oxobutan-2-yl)(methyl)amino)-2-methylhex-3-yl)-2,6-diazaspiro[3.4]oct-6-yl)-1,2,4-triazin-6-yl)oxy)-5-fluoro-N,N-diisopropylbenzamide